3-(5-(1,3,4-oxadiazol-2-yl)pyridin-3-yl)-4-(dimethylamino)phenyl cyclohexylcarbamate C1(CCCCC1)NC(OC1=CC(=C(C=C1)N(C)C)C=1C=NC=C(C1)C=1OC=NN1)=O